ClC=1C=C2C(=C3C4(NC(NC13)=O)CCCCC4)OC(=C2)CNC2CNCC2 5'-chloro-2'-{[(pyrrolidin-3-yl)amino]methyl}-7',8'-dihydro-6'H-spiro[cyclohexane-1,9'-furo[2,3-f]quinazoline]-7'-one